C(=O)(OC(C)(C)C)OC(=O)OC(C)(C)C Ditert-butyl dicarbonate